C(C)OC1=C(C=O)C=CC=N1 2-ETHOXYNICOTINALDEHYDE